(S)-3,5-dichloro-4-((1-(2-fluorophenyl)ethyl)amino)-N-(thiazol-2-yl)benzenesulfonamide ClC=1C=C(C=C(C1N[C@@H](C)C1=C(C=CC=C1)F)Cl)S(=O)(=O)NC=1SC=CN1